N-((R)-5-(5-ethyl-1,2,4-oxadiazol-3-yl)-2,3-dihydro-1H-inden-1-yl)-1-methyl-6-oxopiperidine-3-carboxamide C(C)C1=NC(=NO1)C=1C=C2CC[C@H](C2=CC1)NC(=O)C1CN(C(CC1)=O)C